BrC=1C=C2C=CN(C2=CC1)C1COCC1 5-bromo-1-(tetrahydrofurane-3-yl)-1H-indole